N5-(4'-cyclopropyl-[1,1'-biphenyl]-3-yl)-N2,N2,N5-trimethylpyrido[3,2-e][1,2,4]triazolo[4,3-a]pyrimidine-2,5-diamine C1(CC1)C1=CC=C(C=C1)C1=CC(=CC=C1)N(C1=NC=2N(C3=C1C=CC(=N3)N(C)C)C=NN2)C